1-(4-(trifluoromethyl)phenyl)pyrimidine-2,4,6(1H,3H,5H)-trione FC(C1=CC=C(C=C1)N1C(NC(CC1=O)=O)=O)(F)F